6-amino-2-[3,5-dichloro-4-[(7-methyl-1-oxo-2,5,6,7-tetrahydrocyclopenta[c]pyridin-4-yl)oxy]phenyl]-1,2,4-triazine-3,5-dione NC=1C(NC(N(N1)C1=CC(=C(C(=C1)Cl)OC=1C2=C(C(NC1)=O)C(CC2)C)Cl)=O)=O